C(C)(C)(C)[Si](OCCN1N=C(C(=C1)C=1C2=C(N=CN1)C=C(C(=N2)Cl)OC)C2=CC=CC=C2)(C)C 4-(1-(2-((tert-butyldimethyl-silyl)oxy)ethyl)-3-phenyl-1H-pyrazol-4-yl)-6-chloro-7-methoxypyrido[3,2-d]pyrimidine